(Z)-4-(1-(4-amino-2-fluorobut-2-en-1-yl)-2-methyl-1H-benzo[d]imidazol-4-yl)-N-cyclopropylbenzenesulfonamide NC\C=C(\CN1C(=NC2=C1C=CC=C2C2=CC=C(C=C2)S(=O)(=O)NC2CC2)C)/F